O1CC(C1)OC(C(COS(=O)(=O)Cl)(C)C)=O 3-((chlorosulfonyl)oxy)-2,2-dimethylpropionic acid oxetan-3-yl ester